2-(((2-(4-methacryloyl-piperazin-1-yl)ethyl)amino)methylene)-5-(p-tolyl)cyclohexane-1,3-dione C(C(=C)C)(=O)N1CCN(CC1)CCNC=C1C(CC(CC1=O)C1=CC=C(C=C1)C)=O